undecano-glycerol OC1C(O)(CO)CCCCCCCCCCC1